C1(=CC=CC=C1)/C=C/C=1C2(C3=CC=CC=C3C1)CCC1(CC2)OCCO1 2''-[(E)-2-phenylvinyl]dispiro[[1,3]dioxolane-2,1'-cyclohexane-4',1''-indene]